The molecule is a cobalt-corrinoid hexaamide comprising cobinamide having an adenosyl group attached to cobalt. It has a role as an Escherichia coli metabolite and a mouse metabolite. It derives from a cobinamide. C/C/1=C/2\\[C@@]([C@@H](C(=N2)/C=C\\3/C([C@@H](C(=N3)/C(=C\\4/[C@]([C@H]([C@@H]([N-]4)[C@]5([C@@]([C@@H](C1=N5)CCC(=O)N)(C)CC(=O)N)C)CC(=O)N)(C)CCC(=O)NC[C@@H](C)O)/C)CCC(=O)N)(C)C)CCC(=O)N)(C)CC(=O)N.[CH2-][C@@H]1[C@H]([C@H]([C@@H](O1)N2C=NC3=C(N=CN=C32)N)O)O.[Co]